ethyl 5-chloro-3-(methylsulfanyl)-1,2,4-triazine-6-carboxylate ClC=1N=C(N=NC1C(=O)OCC)SC